2-((1-methyl-9-(1,2,3,6-tetrahydropyridin-4-yl)-6,7-dihydro-5H-benzo[c][1,2,3]triazolo[1,5-a]azepin-7-yl)amino)phenol 2,2,2-trifluoroacetate FC(C(=O)O)(F)F.CC=1N=NN2C1C1=C(C(CC2)NC2=C(C=CC=C2)O)C=C(C=C1)C=1CCNCC1